3-(2-Fluoro-6-(hydroxymethyl)pyridin-3-yl)piperidine-2,6-dione FC1=NC(=CC=C1C1C(NC(CC1)=O)=O)CO